COC1=NC=CC(=C1)CCN1CCC(CC1)C=1N=NN(C1)C1=CC=CC=C1 2-Methoxy-4-{2-[4-(1-phenyl-1H-[1,2,3]triazol-4-yl)-piperidin-1-yl]-ethyl}-pyridine